L-thiaproline N1[C@@H](CSC1)C(=O)O